1,3-bis[bis(2-methoxyphenyl)phosphino]propane (E)-methyl-N-isopropylacetimidate CO\C(\C)=N\C(C)C.COC1=C(C=CC=C1)P(CCCP(C1=C(C=CC=C1)OC)C1=C(C=CC=C1)OC)C1=C(C=CC=C1)OC